(R)-8-(4,4-difluorocyclohex-1-en-1-yl)-N-(2-hydroxypropyl)quinoline-3-carboxamide FC1(CC=C(CC1)C=1C=CC=C2C=C(C=NC12)C(=O)NC[C@@H](C)O)F